NC1=CC(=C2N3CCC[C@H]3CCCCCC(C3=NN=C(C1=N2)O3)(O)C(F)(F)F)C3=NC=CC=C3 (12R)-20-amino-18-(pyridin-2-yl)-6-(trifluoromethyl)-22-oxa-3,4,16,21-tetraazatetracyclo[15.3.1.12,5.012,16]docosa-1(21),2,4,17,19-pentaen-6-ol